OC1(CC=C(C=C1)C1=CC=CC=C1)C(=O)O 4-hydroxyl-4-biphenyl-carboxylic acid